tert-butyl (R)-3-(4-((5-((2-bromo-6-chlorophenyl)carbamoyl)-4-methoxypyrimidin-2-yl)amino)-2-methylphenyl)pyrrolidine-1-carboxylate BrC1=C(C(=CC=C1)Cl)NC(=O)C=1C(=NC(=NC1)NC1=CC(=C(C=C1)[C@@H]1CN(CC1)C(=O)OC(C)(C)C)C)OC